ClC1=C2C=C(NC2=NC=C1)C1NCCCC1 4-Chloro-2-(piperidin-2-yl)-7-azaindole